(azetidin-1-yl)-N-(5-(4-(5-cyanopyridin-2-yl)-4-fluoropiperidine-1-carbonyl)-2-methylPhenyl)pyrimidine-5-carboxamide N1(CCC1)C1=NC=C(C=N1)C(=O)NC1=C(C=CC(=C1)C(=O)N1CCC(CC1)(F)C1=NC=C(C=C1)C#N)C